N-(3-((1s,3R)-3-methyl-1-(4-methyl-4H-1,2,4-triazol-3-yl)cyclobutyl)phenyl)-6-(((S)-3-methylpiperidin-1-yl)methyl)-[1,2,4]triazolo[1,5-a]pyridine-8-carboxamide CC1CC(C1)(C1=NN=CN1C)C=1C=C(C=CC1)NC(=O)C=1C=2N(C=C(C1)CN1C[C@H](CCC1)C)N=CN2